ClC1=CC=2C3=C(C(=NC2C(=C1C1=CC=C(C=C1)F)F)O[C@H](CN(C)C)C)N=NN3[C@@H]3C[C@H](NCC3)CC#N 2-((2S,4S)-4-(8-chloro-4-(((S)-1-(dimethylamino)propan-2-yl)oxy)-6-fluoro-7-(4-fluorophenyl)-1H-[1,2,3]triazolo[4,5-c]quinolin-1-yl)piperidin-2-yl)acetonitrile